C(C)(C)(C)OC(=O)NC1=CC=C(N=N1)CC1(C(N(C(CC1)C(F)(F)F)C(=O)OC(C)(C)C)=O)C(=O)OC 1-(tert-butyl) 3-methyl 3-((6-((tert-butoxycarbonyl)amino)pyridazin-3-yl)methyl)-2-oxo-6-(trifluoromethyl)piperidine-1,3-dicarboxylate